C(C1=CC=CC=C1)(=O)NC1=C(C=CC=C1)C=1OC2=C(N1)C=C(C=C2)CN2CCN(CC2)C(=O)OC(C)(C)C tert-Butyl 4-((2-(2-benzamidophenyl)benzo[d]oxazol-5-yl)methyl)piperazine-1-carboxylate